1-isopropyl-4-(4-(7-methoxy-3-phenyl-2H-chromen-4-yl)phenyl)piperazine C(C)(C)N1CCN(CC1)C1=CC=C(C=C1)C1=C(COC2=CC(=CC=C12)OC)C1=CC=CC=C1